(2S,4S)-1-((R)-2-(1-fluorocyclopropane-1-amido)-3-methyl-3-(tritylthio)butanoyl)-4-hydroxy-N-(4-(4-methylthiazol-5-yl)benzyl)pyrrolidine-2-carboxamide FC1(CC1)C(=O)N[C@H](C(=O)N1[C@@H](C[C@@H](C1)O)C(=O)NCC1=CC=C(C=C1)C1=C(N=CS1)C)C(C)(SC(C1=CC=CC=C1)(C1=CC=CC=C1)C1=CC=CC=C1)C